C(C)(C)(C)OC(=O)N1C2CN(CC1CC2)C2=NC(=NC1=C(C(=C(C=C21)I)Br)Cl)Cl 3-(7-bromo-2,8-dichloro-6-iodo-quinazolin-4-yl)-3,8-diazabicyclo[3.2.1]Octane-8-carboxylic acid tert-butyl ester